1-(5-formylpyridin-2-yl)-4-methyl-1H-pyrazole-3-carbonitrile C(=O)C=1C=CC(=NC1)N1N=C(C(=C1)C)C#N